N-(3-(4-cyclopropylpiperazin-1-yl)phenyl)-4-fluoro-7-methyl-1H-indole C1(CC1)N1CCN(CC1)C=1C=C(C=CC1)N1C=CC2=C(C=CC(=C12)C)F